BrC=1C=C2CCC[C@@]3(C2=CC1)N=C1N(C=C(C=C1O)C(F)(F)F)C3 (S)-6'-bromo-6-(trifluoromethyl)-3',4'-dihydro-2'H,3H-spiro[imidazo[1,2-a]pyridine-2,1'-naphthalen]-8-ol